C(CCCCCCCCCCC)(=O)NCC(=O)O N-lauroylglycine